1,4-bis(aminomethyl)cyclohexaneN NCC1=CCC(CC1)CN